ClC1=CC=C(C=C1)C=1C=C(C(N(N1)C1=CC(=CC=C1)F)=O)C(=O)NCC(C(F)F)O 6-(4-chlorophenyl)-N-(3,3-difluoro-2-hydroxypropyl)-2-(3-fluorophenyl)-3-oxo-2,3-dihydropyridazine-4-carboxamide